(2S)-4-(tert-butoxy)-2-{[(tert-butoxy)carbonyl]amino}-4-oxobutanoic acid C(C)(C)(C)OC(C[C@@H](C(=O)O)NC(=O)OC(C)(C)C)=O